2,4,6-tristyryl-S-triazine C(=CC1=CC=CC=C1)C1=NC(=NC(=N1)C=CC1=CC=CC=C1)C=CC1=CC=CC=C1